NC1=NC(=NC(=N1)N)C1=CC=C(C=C1)[N+](=O)[O-] 2,4-diamino-6-(4-nitrophenyl)-1,3,5-triazine